C(C)(C)C(C(=O)[O-])CC(=O)[O-] 2-isopropylsuccinate